N1N=C(C=C1)C=O pyrazolecarbaldehyde